NC(C(=O)O)(C)C1CCC1 2-AMINO-2-CYCLOBUTYLPROPIONIC ACID